O1C=NC2=C1C(=CC=C2)CC2N(C(C1=CC=CC=C21)=O)CC2=CC1=C(NC(O1)=O)C=C2 6-((1-(benzo[d]oxazol-7-ylmethyl)-3-oxoisoindolin-2-yl)methyl)benzo[d]oxazol-2(3H)-one